BrC1=CC(=CC=2N=C3CS(CCN3C21)(=O)=O)C(=O)NC2=CC=C(C=C2)OC(F)(F)Cl 6-bromo-N-(4-(chlorodifluoromethoxy)phenyl)-3,4-dihydro-1H-benzo[4,5]imidazo[2,1-c][1,4]thiazine-8-carboxamide 2,2-dioxide